4-((1R,3R,4R)-3-hydroxy-4-methylcyclohexylamino)-2-(1-methylcyclobutylamino)pyrimidine-5-carboxamide O[C@@H]1C[C@@H](CC[C@H]1C)NC1=NC(=NC=C1C(=O)N)NC1(CCC1)C